4-[(1H-1,3-benzodiazol-2-yl)amino]-N-methyl-4-[3-(trifluoromethyl)phenyl]butanamide N1C(=NC2=C1C=CC=C2)NC(CCC(=O)NC)C2=CC(=CC=C2)C(F)(F)F